C(C1=CC=CC=C1)OCCCOCCO 2-[3-(benzyloxy)propoxy]ethanol